p-diazophenyl-phosphoryl-choline [N+](=[N-])=C1CC=C(C=C1)P(=O)=C(O)C[N+](C)(C)C